hexyl-(methyl)amine C(CCCCC)NC